The molecule is a 1-monoglyceride resulting from the formal condensation of the carboxy group of icosanoic acid with one of the primary hydroxy groups of glycerol. It has a role as a plant metabolite. It derives from an icosanoic acid. CCCCCCCCCCCCCCCCCCCC(=O)OCC(CO)O